The molecule is a member of the class of acetamides obtained by formal condensation of acetic acid with the amino group of (aminomethyl)phosphonic acid. It is a member of acetamides and a member of phosphonic acids. It derives from an (aminomethyl)phosphonic acid. It is a conjugate acid of an (acetamidomethyl)phosphonate(1-). CC(=O)NCP(=O)(O)O